(2S,3R,4S,4S)-3,4-dihydroxyl-5-(2-(5-methoxypyridin-3-yl)-6-(((4-methyl-pyridin-2-yl)methyl)amino)-9H-purin-9-yl)-N-methylpyrrolidin-2-formamide O[C@@H]1[C@H](NC([C@@H]1O)N1C2=NC(=NC(=C2N=C1)NCC1=NC=CC(=C1)C)C=1C=NC=C(C1)OC)C(=O)NC